1,2,3,4,5-pentamethylcyclopentane tetrachloride [Cl-].[Cl-].[Cl-].[Cl-].CC1C(C(C(C1C)C)C)C